2-ethyl-3-methyl-1-butene C(C)C(=C)C(C)C